6,6'-(6-phenyl-1,3,5-triazine-2,4-diyl)bis(9-(4,6-diphenyl-1,3,5-triazin-2-yl)-3-methyl-9H-carbazole) C1(=CC=CC=C1)C1=NC(=NC(=N1)C=1C=C2C=3C=C(C=CC3N(C2=CC1)C1=NC(=NC(=N1)C1=CC=CC=C1)C1=CC=CC=C1)C)C=1C=C2C=3C=C(C=CC3N(C2=CC1)C1=NC(=NC(=N1)C1=CC=CC=C1)C1=CC=CC=C1)C